O=C1NC(CCC1C1=CC(=C(C=C1)N1CCC(CC1)CN1CCC2(CC(C2)NC(C2=CC(=CC=C2)OC)=O)CC1)F)=O N-(7-((1-(4-(2,6-dioxopiperidin-3-yl)-2-fluorophenyl)piperidin-4-yl)methyl)-7-azaspiro[3.5]nonan-2-yl)-3-methoxybenzamide